C1=C(C=CC=2N=C3C=C4C(=CC3=CC12)N=C1C=CC=CC1=C4)S(=O)(=O)O quino[2,3-b]acridine-2-sulfonic acid